Methyl 2-bromo-5-fluoro-4-[1-methyl-4-(trifluoromethyl)imidazol-2-yl]benzoate BrC1=C(C(=O)OC)C=C(C(=C1)C=1N(C=C(N1)C(F)(F)F)C)F